FC1(CC(C1)N1C(NC(C1)=O)=O)F (3,3-difluorocyclobutyl)imidazolidine-2,4-dione